BrC1=C(COC2=C(SC=C2)C(=O)NC=2C=NC=CC2)C=CC=C1 3-(2-bromobenzyloxy)-N-(pyridin-3-yl)thiophene-2-carboxamide